NC=1C2=C(N(C(N1)=O)C1=CC(=C(C=C1)F)F)N=C(C=C2)C2CC2 4-amino-7-cyclopropyl-1-(3,4-difluorophenyl)pyrido[2,3-d]pyrimidin-2(1H)-one